(S)-N-({3-[3-fluoro-4-(6-formylpyridin-3-yl)phenyl]-2-oxo-1,3-oxazolidin-5-yl}methyl)acetamide FC=1C=C(C=CC1C=1C=NC(=CC1)C=O)N1C(O[C@H](C1)CNC(C)=O)=O